BrC1=C(C(=CC2=C1C=C(O2)C#N)C(=O)N(C)C)CC#N 4-bromo-2-cyano-5-(cyanomethyl)-N,N-dimethyl-1-benzofuran-6-carboxamide